1,2-dibenzyl-3,5-dimethylpyrazole C(C1=CC=CC=C1)N1N(C(C=C1C)C)CC1=CC=CC=C1